Dimethyl (E)-(4-methylpent-2-enoyl)-L-glutamate CC(/C=C/C(=O)N[C@@H](CCC(=O)OC)C(=O)OC)C